C(C)(C)(C)N(C(O)=O)C1CCN(CC1)S(=O)(=O)C1=CC(=CC=C1)OC1CCNCC1.N1CC(C1)N1CCC(CC1)OC=1C=C(C=CC1)S(=O)(=O)N1CCC(CC1)NC(OC(C)(C)C)=O tert-Butyl (1-((3-((1-(azetidin-3-yl)piperidin-4-yl)oxy)phenyl)sulfonyl)piperidin-4-yl)-carbamate tert-Butyl-(1-((3-(piperidin-4-yloxy)phenyl)sulfonyl)piperidin-4-yl)carbamate